4-[1-(methylsulfonyloxy)cyclopropyl]piperidine-1-carboxylic acid tert-butyl ester C(C)(C)(C)OC(=O)N1CCC(CC1)C1(CC1)OS(=O)(=O)C